(R,E)-3-(1-(tert-butoxycarbonyl)azetidin-2-yl)acrylic acid C(C)(C)(C)OC(=O)N1[C@H](CC1)/C=C/C(=O)O